FS(C=1C=C(C=C(C1)C(F)(F)F)C1=NN(C=N1)\C=C/C(=O)OC(C)C)(F)(F)(F)F isopropyl (Z)-3-(3-(3-(pentafluorosulfanyl)-5-(trifluoromethyl)phenyl)-1H-1,2,4-triazol-1-yl)acrylate